N-(1,1'-biphenyl-4-yl)-N-(9,9-dimethylfluoren-2-yl)-4-(9-phenyl-9H-carbazol-3-yl)aniline C1(=CC=C(C=C1)N(C1=CC=C(C=C1)C=1C=CC=2N(C3=CC=CC=C3C2C1)C1=CC=CC=C1)C1=CC=2C(C3=CC=CC=C3C2C=C1)(C)C)C1=CC=CC=C1